1-(3-aminoheptyl)imidazole NC(CCN1C=NC=C1)CCCC